ClC1=C(N=C(S1)NC1=C(C=C(C=C1)Cl)Cl)C(CCC(=O)O)(CC)C(=O)OCC 4-(5-chloro-2-((2,4-dichlorophenyl)amino)thiazol-4-yl)-4-(ethoxycarbonyl)hexanoic acid